1,2,4-triaminobutane NCC(CCN)N